[Si](C)(C)(C(C)(C)C)OCCCCCCN(C1=CC=C(C=C1)C1(CC1)C#N)C1=C(C=CC(=C1)C=1C(=NOC1C)C)C 1-(4-((6-((t-butyldimethylsilyl)oxy)hexyl)(5-(3,5-dimethylisoxazol-4-yl)-2-methylphenyl)amino)phenyl)cyclopropane-1-carbonitrile